ClC1=C(C=C(C=2C3=C(NC12)CCNC(C3C)=O)OC[C@H](C)O)Cl 7,8-Dichloro-10-((S)-2-hydroxypropoxy)-1-methyl-3,4,5,6-tetrahydroazepino[4,5-b]indol-2(1H)-one